O=C(CCSCCNC(CCNC([C@@H](C(COP(OP(OC[C@@H]1[C@H]([C@H]([C@@H](O1)N1C=NC=2C(N)=NC=NC12)O)OP(=O)(O)O)(=O)O)(=O)O)(C)C)O)=O)=O)CC(CCCCCCC)=O 3,5-dioxododecyl-CoA